tris[3-(triethoxysilyl)propyl]amine C(C)O[Si](CCCN(CCC[Si](OCC)(OCC)OCC)CCC[Si](OCC)(OCC)OCC)(OCC)OCC